NC=1C=CC(=C(C1)S(=O)(=O)NCCC1=CC=C(C=C1)F)C 5-amino-N-[2-(4-fluorophenyl)ethyl]-2-methyl-benzenesulfonamide